Ethyl 6-Phenylpyrazolo[1,5-a]pyrimidine-7-carboxylate C1(=CC=CC=C1)C=1C=NC=2N(C1C(=O)OCC)N=CC2